2-(pyrrolidin-3-yl)thiazol N1CC(CC1)C=1SC=CN1